Ethyl (2S,4S)-1-(4-nitroisoquinolin-1-yl)-4-phenylpyrrolidine-2-carboxylate [N+](=O)([O-])C1=CN=C(C2=CC=CC=C12)N1[C@@H](C[C@H](C1)C1=CC=CC=C1)C(=O)OCC